BrC1=CC=C(C=C1)SC1=C(C=O)C(=CC=C1)F 2-((4-bromophenyl)thio)-6-fluorobenzaldehyde